1-(3-Chlorophenyl)-5-methyl-N-(chinolin-2-yl)-1H-1,2,3-triazol-4-carboxamid ClC=1C=C(C=CC1)N1N=NC(=C1C)C(=O)NC1=NC2=CC=CC=C2C=C1